ClC1=CC(=C(OCC[C@@H](B2OC(C(O2)(C)C)(C)C)N[S@](=O)C(C)(C)C)C=C1)F (R)-N-((R)-3-(4-chloro-2-fluorophenoxy)-1-(4,4,5,5-tetramethyl-1,3,2-dioxaborolan-2-yl)propyl)-2-methylpropane-2-sulfinamide